ethyl (S)-2-bromo-3-cyclopropylpropanoate Br[C@H](C(=O)OCC)CC1CC1